6-(2-(4-methylpiperazin-1-yl)ethoxy)-4-(6-(piperazin-1-yl)pyridin-3-yl)pyrazolo[1,5-a]pyridine-3-carbonitrile CN1CCN(CC1)CCOC=1C=C(C=2N(C1)N=CC2C#N)C=2C=NC(=CC2)N2CCNCC2